CN(C1CC2(CN(C2)C(=O)C2=CC3=C(N(C=N3)C)C=C2)C1)C=1C2=C(N=CN1)NC=C2 (6-(Methyl(7H-pyrrolo[2,3-d]pyrimidin-4-yl)amino)-2-azaspiro[3.3]heptan-2-yl)(1-methyl-1H-benzo[d]imidazol-5-yl)methanon